BrCCOC1=C(C=CC=C1)[N+](=O)[O-] 1-(2-bromoethoxy)-2-nitrobenzene